tert-Butyl (3-(3,3-difluoroazetidine-1-carbonyl)-1-methyl-1H-indazol-5-yl)carbamate FC1(CN(C1)C(=O)C1=NN(C2=CC=C(C=C12)NC(OC(C)(C)C)=O)C)F